FC1=C(OC2=C(C=C(C=C2)N2C(NC(C2=O)CC)=O)C=2C3=C(C(N(C2)C)=O)N(C=C3)S(=O)(=O)C3=CC=C(C)C=C3)C=CC(=C1)F 3-(4-(2,4-difluorophenoxy)-3-(6-methyl-7-oxo-1-tosyl-6,7-dihydro-1H-pyrrolo[2,3-c]pyridin-4-yl)phenyl)-5-ethylimidazolidine-2,4-dione